3-(9'-oxo-3',4',7',9'-tetrahydro-8'H-spiro[piperidin-4,2'-pyrano[2,3-e]isoindol]-8'-yl)piperidin-2,6-dione O=C1N(CC2=CC=C3C(=C12)OC1(CC3)CCNCC1)C1C(NC(CC1)=O)=O